6-{4-[(2S)-2-ethyl-5-oxopyrrolidin-1-yl]piperidin-1-yl}-2-azaspiro[3.3]heptane-2-carboxylic acid ethyl ester C(C)OC(=O)N1CC2(C1)CC(C2)N2CCC(CC2)N2[C@H](CCC2=O)CC